ClC=1C=C(C=CC1F)C(CCC(CNC(OC(C)(C)C)=O)C)=O tert-butyl N-[5-(3-chloro-4-Fluoro-phenyl)-2-methyl-5-oxo-Pentyl]carbamate